3-(4-((4-aminobutyl)(pentyl)amino)-1-oxoisoindolin-2-yl)piperidine-2,6-dione NCCCCN(C1=C2CN(C(C2=CC=C1)=O)C1C(NC(CC1)=O)=O)CCCCC